C(C1=CC=CC=C1)N1C=C(C2=CC=C(C=C12)C#N)CCNC(OC(C)(C)C)=O tert-butyl (2-(1-benzyl-6-cyano-1H-indol-3-yl)ethyl)carbamate